CC1(CN(C1)C(=O)OC(C)(C)C)C(=O)[O-] 1-tert-butyl 3-methylazetidine-1,3-dicarboxylate